trans-(2S)-2-(tert-butoxycarbonylamino)-2-(4-methyl-cyclohexyl)acetic acid C(C)(C)(C)OC(=O)N[C@H](C(=O)O)[C@@H]1CC[C@H](CC1)C